4-(5-(N,N-bis(4-methoxybenzyl)sulfamoyl)-2-(((((1r,4r)-4-hydroxy-4-methylcyclohexyl)methyl)amino))-3-nitrophenoxy)butan-2-ol COC1=CC=C(CN(S(=O)(=O)C=2C=C(C(=C(OCCC(C)O)C2)NCC2CCC(CC2)(C)O)[N+](=O)[O-])CC2=CC=C(C=C2)OC)C=C1